C(CCC)SC1=C(C(OC2=C3CCCN4C3=C(C=C21)CCC4)=O)C=O 9-(butylthio)-11-oxo-2,3,6,7-tetrahydro-1H,5H,11H-pyrano[2,3-f]pyrido[3,2,1-ij]quinoline-10-formaldehyde